CC(C)(C1=N[C@@H](CO1)C2=CC=CC=C2)C3=N[C@@H](CO3)C4=CC=CC=C4 (+)-2,2'-isopropylidenebis[(4r)-4-phenyl-2-oxazoline]